C1C=CC=CNN1 dihydrodiazepine